4-(CYCLOPROPYL)PYRIDINE-2-BORONIC ACID C1(CC1)C1=CC(=NC=C1)B(O)O